C(C(C)C)C1C(N(CCCC1)CC(C)C)(CC(C)C)CC(C)C tetraisobutylazepane